COC1=CC(=C(C=C1NC1=NC=NC(=C1)N1OCCC1C1=CC(=CC=C1)C=1C=NC=2N(C1)N=CC2)NC(C=C)=O)N2CCN(CC2)C N-(4-methoxy-2-(4-methylpiperazin-1-yl)-5-((6-(3-(3-(pyrazolo-[1,5-a]pyrimidin-6-yl)phenyl)-isoxazolidin-2-yl)-pyrimidin-4-yl)-amino)phenyl)-acrylamide